tert-butyl (S)-4-(4-cyano-3-((1-methylpyrrolidin-2-yl)methoxy)-6-(naphthalen-1-yl)-5,6,7,8-tetrahydro-2,6-naphthyridin-1-yl)piperazine-1-carboxylate C(#N)C1=C(N=C(C=2CCN(CC12)C1=CC=CC2=CC=CC=C12)N1CCN(CC1)C(=O)OC(C)(C)C)OC[C@H]1N(CCC1)C